COC(C[C@@H](C1=CC=C(C=C1)C1=C(N=CS1)C)C(=O)[C@H]1N(C[C@@H](C1)O)C(=O)OC(C)(C)C)=O (3S)-3-{[(2S,4R)-1-[(tert-butoxy)carbonyl]-4-hydroxypyrrolidin-2-yl]Formyl}-3-[4-(4-methyl-1,3-thiazol-5-yl)phenyl]Propionic acid methyl ester